methyl trans-4-((4-amino-3-fluorobenzyl)(ethyl)amino)cyclohexane-1-carboxylate NC1=C(C=C(CN([C@@H]2CC[C@H](CC2)C(=O)OC)CC)C=C1)F